1-[(2-fluorophenyl)(4-fluorophenyl)methyl]-4-(5-methylpyridine-3-carbonyl)piperazine FC1=C(C=CC=C1)C(N1CCN(CC1)C(=O)C=1C=NC=C(C1)C)C1=CC=C(C=C1)F